C1=CC=CC=2C3=CC=CC=C3C(C12)COC(N(C)[C@H]1C(CN(CC1)C1=NC(=CC=C1)C=1N=C(SC1)NC(CNC(=O)OC(C)(C)C)=O)(F)F)=O N-[(4R)-1-[6-[2-[[2-(tert-butoxycarbonylamino)acetyl]amino]thiazol-4-yl]-2-pyridinyl]-3,3-difluoro-4-piperidinyl]-N-methyl-carbamic acid 9H-fluoren-9-ylmethyl ester